C(C)OC([C@H](CC(C(C1=CC=C(C=C1)OC(F)(F)F)=O)C1=CC=C(C=C1)Cl)F)=O (S)-4-(4-chlorophenyl)-2-fluoro-5-oxo-5-(4-(trifluoromethoxy)phenyl)pentanoic acid ethyl ester